C(C=C)(=O)OC(=CC1=CC=CC=C1)OC methoxystyryl ACRYLATE